O[C@H]1[C@@H](CCCC1)[N+]1=NOC(=C1)[N-]C(NC1=CC(=CC(=C1)C(F)(F)F)NC(CC1=C(C=CC=C1)C)=O)=O (3-((1R,2R)-2-Hydroxycyclohexyl)-1,2,3-oxadiazol-3-ium-5-yl)((3-(2-(o-tolyl)acetamido)-5-(trifluoromethyl)phenyl)carbamoyl)amide